3,3-bis(1-octyl-2-methylindole-3-yl)phthalide C(CCCCCCC)N1C(=C(C2=CC=CC=C12)C1(OC(=O)C2=CC=CC=C12)C1=C(N(C2=CC=CC=C12)CCCCCCCC)C)C